2-[(2S)-2,3-Dihydro[1,4]dioxino[2,3-b]pyridin-2-ylmethyl]-8-methyl-N-[(2R/S)-tetrahydrofuran-2-ylmethyl]-4,5-dihydro-2H-furo[2,3-g]indazol-7-carboxamid O1[C@H](COC2=NC=CC=C21)CN2N=C1C3=C(CCC1=C2)OC(=C3C)C(=O)NC[C@@H]3OCCC3 |&1:28|